ClC1=CC(=C(C=N1)N)NC(C)C 6-chloro-N4-(1-methylethyl)pyridine-3,4-diamine